C1(=CC=CC=C1)N1NC(=CC1C1=CC=C(C=C1)C(C)(C)C)C=CC1=CC=C(C=C1)C(C)(C)C 1-Phenyl-3-(4-tert-butyl-styryl)-5-(4-tert-butyl-phenyl)-pyrazoline